(1,3-dimethylpyrazol-4-ylcarbamothioylamino)-4,5,6,7-tetrahydrobenzothiophene-3-carboxamide CN1N=C(C(=C1)NC(=S)NC=1SC2=C(C1C(=O)N)CCCC2)C